FC1=C(CNC(=O)C=2C=C(C=CC2)NC2(CCN(CC2)C(=O)OC(C)(C)C)C2=NN=C(N2)C2=CC=NC=C2)C=C(C=C1)OCCCCCCOCCOCCOCCCCCC(OC)=O tert-butyl 4-(3-(2-fluoro-5-(3-oxo-2,9,12,15-tetraoxahenicosan-21-yloxy)benzylcarbamoyl)phenylamino)-4-(5-(pyridin-4-yl)-4H-1,2,4-triazol-3-yl)piperidine-1-carboxylate